3-(cyclopropylmethyl)-6-fluoro-2-(1-(4-methyl-1,4-diazepan-1-yl)butyl)pyrido[2,3-d]pyrimidin-4(3H)-one C1(CC1)CN1C(=NC2=C(C1=O)C=C(C=N2)F)C(CCC)N2CCN(CCC2)C